FC=1C(=C(C=CC1)C1=NC=C2NC(N(C2=N1)CC1=CC=C(C=C1)C1=NOC(=N1)C)=O)C(C)C 2-(3-fluoro-2-isopropylphenyl)-9-(4-(5-methyl-1,2,4-oxadiazol-3-yl)benzyl)-7,9-dihydro-8H-purin-8-one